5-[2-(2,6-dichlorophenyl)-5-(4-fluorophenyl)-1H-imidazol-4-yl]-3-isobutyl-3H-imidazo[4,5-b]pyridin-2-ylamine mesylate S(C)(=O)(=O)O.ClC1=C(C(=CC=C1)Cl)C=1NC(=C(N1)C1=CC=C2C(=N1)N(C(=N2)N)CC(C)C)C2=CC=C(C=C2)F